8-bromo-2-(bromomethyl)-7-oxo-2,3-dihydro-7H-oxazolo[3,2-a]Pyridine-6-carboxylic acid methyl ester COC(=O)C=1C(C(=C2N(C1)CC(O2)CBr)Br)=O